N1C(CC[C@H]1C(=O)OC(C)(C)C)=O (S)-tert-butyl 2-pyrrolidone-5-carboxylate